O1C=NC=C1C1=CC=2C=NC(=CC2N1)NC(=O)C1CC1 N-(2-(oxazol-5-yl)-1H-pyrrolo[3,2-c]pyridin-6-yl)cyclopropanecarboxamide